N-(4-(2-((4-(Dimethylamino)-3-fluorocyclohexyl)amino)-8-isopropyl-7-oxo-7,8-dihydropteridin-6-yl)-2-fluorophenyl)-3,3,3-trifluoropropane-1-sulfonamide CN(C1C(CC(CC1)NC1=NC=2N(C(C(=NC2C=N1)C1=CC(=C(C=C1)NS(=O)(=O)CCC(F)(F)F)F)=O)C(C)C)F)C